2-{[(2S)-1,4-dioxan-2-yl]methyl}-N-{[(2S,5R)-5-methyloxolan-2-yl]methyl}-8-(trifluoromethyl)-4,5-dihydro-2H-furo[2,3-g]indazole-7-carboxamide O1[C@H](COCC1)CN1N=C2C3=C(CCC2=C1)OC(=C3C(F)(F)F)C(=O)NC[C@H]3O[C@@H](CC3)C